ClC=1C=CC(=C(CN2C(N=C(C=C2)C2=CN=CS2)=O)C1)OC(F)F 1-(5-chloro-2-(difluoromethoxy)benzyl)-4-(thiazol-5-yl)pyrimidin-2(1H)-one